(12aR)-12-diphenylmethyl-3,4,12,12a-tetrahydro-1H-[1,4]oxazino[3,4-c]pyrido[2,1-f][1,2,4]triazine-6,8-dione C1(=CC=CC=C1)C(N1N2C(C(N3[C@H]1COCC3)=O)=CC(C=C2)=O)C2=CC=CC=C2